1-benzyl-4-methyl-2,5-dihydro-1H-pyrrole-3-carboxylic acid ethyl ester C(C)OC(=O)C=1CN(CC1C)CC1=CC=CC=C1